5-amino-4-hydroxy-2-(3,5-dichlorophenyl)-furan-3-one NC1=C(C(C(O1)C1=CC(=CC(=C1)Cl)Cl)=O)O